N-[1-{5-[(2E)-but-2-en-2-yl]-thiophen-2-yl}-ethyl]-6,7-dimethoxy-2-methylquinazolin-4-amine C/C(=C\C)/C1=CC=C(S1)C(C)NC1=NC(=NC2=CC(=C(C=C12)OC)OC)C